CN(S(=O)(=O)C)C1=NC=CC=C1CNC1=NC(=NC=C1C(F)(F)F)NC1=CC(=CC=C1)N1CCOCC1 N-methyl-N-{3-[({2-[(3-morpholin-4-ylphenyl)amino]-5-(trifluoromethyl)pyrimidin-4-yl}amino)methyl]pyridin-2-yl}methanesulfonamide